6-(4-(4-Fluoro-3-methylphenyl)-2-methyl-1H-imidazol-5-yl)quinoline FC1=C(C=C(C=C1)C=1N=C(NC1C=1C=C2C=CC=NC2=CC1)C)C